O=C1CCC(CC1)C1=CC=C(C=C1)C1C(NC(CC1)=O)=O 3-[4-(4-oxocyclohexyl)phenyl]piperidine-2,6-dione